5-(dimethylamino)-6-ethyl-pyrazine CN(C=1N=CC=NC1CC)C